(R)-5-(2-((1S,6S)-6-aminocyclohex-3-en-1-yl)-5-chloro-7-((thiophen-2-ylmethyl)amino)thieno[3,2-b]pyridin-3-yl)pent-4-yne-1,2-diol N[C@H]1CC=CC[C@@H]1C1=C(C2=NC(=CC(=C2S1)NCC=1SC=CC1)Cl)C#CC[C@H](CO)O